CC1SC(SC(S1)C)C 2,4,6-trimethyl-1,3,5-trithiane